pyrenyl alcohol C1(=CC=C2C=CC3=CC=CC4=CC=C1C2=C34)O